5-heptanoyl-3-(1-(2-pentyl)-1,2,3,6-tetrahydropyridin-4-yl)-1H-indole butyne-1,4-dioate C(C#CC(=O)O)(=O)O.C(CCCCCC)(=O)C=1C=C2C(=CNC2=CC1)C=1CCN(CC1)C(C)CCC